ClC=1C(=NC=CC1SC=1N=CC(=NC1)N1CCC(CC1)(C)NC(OC(C)(C)C)=O)NC1CCNCC1 tert-butyl (1-(5-((3-chloro-2-(piperidin-4-ylamino)pyridin-4-yl)thio)pyrazin-2-yl)-4-methylpiperidin-4-yl)carbamate